ClC1=C(C(C(C1(F)F)(F)F)(F)F)Cl dichlorohexafluorocyclopentene